2-[1-[(2,4-dichlorophenyl)methyl]-5-oxopyrrolidin-2-yl]-N-[(2-fluorophenyl)methyl]acetamid ClC1=C(C=CC(=C1)Cl)CN1C(CCC1=O)CC(=O)NCC1=C(C=CC=C1)F